C(CC)C1=CC=C(C=C1)P (4-n-propylphenyl)phosphine